OC[C@H]1C[C@H](CC1)NC(OC(C)(C)C)=O tert-butyl ((1S,3R)-3-(hydroxymethyl)cyclopentyl)carbamate